ON(CC(C)O)CC(C)O 1,1'-(hydroxyimino)dipropan-2-ol